O=C(C(=O)NC=1C=C2C(=NC1)C=NN2COCC[Si](C)(C)C)N2[C@H](CC[C@@H](C2)C)C=2C=CC1=C(N=C(S1)C=1CCN(CC1C)C)C2 2-oxo-2-[(2R,5S)-2-[2-(1,5-dimethyl-3,6-dihydro-2H-pyridin-4-yl)-1,3-benzothiazol-5-yl]-5-methyl-1-piperidyl]-N-[1-(2-trimethylsilylethoxymethyl)pyrazolo[4,3-b]pyridin-6-yl]acetamide